ethyl 1-(1-methylcyclopropyl)-1H-imidazole-4-carboxylate CC1(CC1)N1C=NC(=C1)C(=O)OCC